4-cyanophenyl-(1H-pyrrol-3-yl)methanone C(#N)C1=CC=C(C=C1)C(=O)C1=CNC=C1